C(CCC)OC1=NC(=CC=C1/C=C/C(=O)NC1=CC=CC=2NC(NC21)=O)C(F)(F)F (E)-3-(2-Butoxy-6-(trifluoromethyl)pyridin-3-yl)-N-(2-oxo-2,3-dihydro-1H-benzo[d]imidazol-4-yl)acrylamid